FC(CN1C[C@@H](N(CC1)CC1=C2C=CN(C2=C(C=C1OC)C)C(=O)OC(C)(C)C)C1=CC(=C(C=C1)C(=O)OC)NC(CC)=O)F tert-Butyl (S)-4-((4-(2,2-difluoroethyl)-2-(4-(methoxycarbonyl)-3-propionamidophenyl)piperazin-1-yl)methyl)-5-methoxy-7-methyl-1H-indole-1-carboxylate